OC1=C(C=CC2=CC=CC=C12)C(=O)O.C(=C)[Si](OCCOC)(OCCOC)OCCOC vinyl-tris(β-methoxy-ethoxy)silane 1-hydroxy-2-naphthalenecarboxylate